NC1=CC2=NC3=CC=C(C=C3OC2(CC1=O)C)C 2-amino-4,4a-dihydro-4a,7-dimethyl-3H-phenoxazine-3-one